phenylthiocarbon C1(=CC=CC=C1)S[C]